OC=1C=C2CC[C@@H]([C@@H](C2=CC1)C1=CC=C(C=C1)N1CCC2(CC[C@@H](CO2)C=O)CC1)C1=CC=CC=C1 (3S)-9-[4-[(1R,2S)-6-hydroxy-2-phenyl-tetralin-1-yl]phenyl]-1-oxa-9-azaspiro[5.5]undecane-3-carbaldehyde